CS(=O)(=O)C=1C=NC=C(C(=O)NCC2=NC=C3C=CC(=NC3=C2)C2=NC(=CC=C2)N2CC=3C=CNC(C3CC2)=O)C1 5-(methylsulfonyl)-N-((2-(6-(5-oxo-3,4,5,6-tetrahydro-2,6-naphthyridin-2(1H)-yl)pyridin-2-yl)-1,6-naphthyridin-7-yl)methyl)nicotinamide